[4-(E-3-METHOXY-3-OXO-1-PROPEN-1-YL)PHENYL]BORONIC ACID COC(/C=C/C1=CC=C(C=C1)B(O)O)=O